[6-(1-cyclobutylpyrazol-4-yl)-3,6-dihydro-2H-pyran-4-yl] trifluoromethanesulfonate FC(S(=O)(=O)OC=1CCOC(C1)C=1C=NN(C1)C1CCC1)(F)F